CC1=C(OCC(=O)O)C(=CC=C1)C (2,6-DIMETHYL-PHENOXY)-ACETIC ACID